C(C)(=O)O.C=1(C(=CC=CC1)C(=O)C=1C=C2C=3C=C(C=CC3N(C2=CC1)CC)C(C)=NO)C 1-(6-o-Toluoyl-9-ethylcarbazol-3-yl)-(3-ethanone)-1-oxime acetate